(R)-tert-butyl (pyrrolidin-3-ylmethyl)carbamate N1C[C@@H](CC1)CNC(OC(C)(C)C)=O